(S)-1-((R)-2-hydroxy-4-methylpentanoyl)-5,5-dimethyl-N-((S)-3-oxo-1-((S)-2-oxopyrrolidin-3-yl)-4-(trifluoromethoxy)butan-2-yl)pyrrolidine-2-carboxamide O[C@@H](C(=O)N1[C@@H](CCC1(C)C)C(=O)N[C@@H](C[C@H]1C(NCC1)=O)C(COC(F)(F)F)=O)CC(C)C